C(\C=C\C)N1C(C2=C(C(=C1)C1=CC(=C(C(=O)N3CCCCC3)C=C1)Cl)C=C(N2)C)=O 1-[4-[6-[(E)-But-2-enyl]-2-methyl-7-oxo-1H-pyrrolo[2,3-c]pyridin-4-yl]-2-chloro-benzoyl]-piperidin